C(C)N([C@@H]1[C@H](CC[C@@H]1C)OC1OC(C2=CC=CC=C12)=O)CC (((1S,2s,3S)-2-(diethylamino)-3-methylcyclopentyl)oxy)isobenzofuran-1(3H)-one